FC1=C(C(=CC=C1)C)N1CCC(CC1)N1C(N(C=2C(C1)=CN(N2)CC(=C)C)CC2=C(C=CC=C2)C(F)(F)F)=O 5-[1-(2-Fluoro-6-methyl-phenyl)-piperidin-4-yl]-2-(2-methyl-allyl)-7-(2-trifluoromethylbenzyl)-2,4,5,7-tetrahydro-pyrazolo[3,4-d]pyrimidin-6-one